sodium (E)-6,6'-(ethene-1,2-diyl)bis(3-((ethoxycarbonyl)amino)benzenesulfonate) C(=C\C1=CC=C(C=C1S(=O)(=O)[O-])NC(=O)OCC)/C1=CC=C(C=C1S(=O)(=O)[O-])NC(=O)OCC.[Na+].[Na+]